1,2,3-trimethylimidazole CN1C(N(C=C1)C)C